8-(difluoromethyl)-6-(8-fluoro-2-(piperidin-4-yl)imidazo[1,2-a]pyridin-6-yl)-2-methylimidazo[1,2-b]pyridazine FC(C=1C=2N(N=C(C1)C=1C=C(C=3N(C1)C=C(N3)C3CCNCC3)F)C=C(N2)C)F